OC1=C(C=C(C#N)C=C1)C1=NC2=CC=CC=C2C(=N1)NCCN1CCNCC1 4-hydroxy-3-(4-((2-(piperazin-1-yl)ethyl)amino)quinazolin-2-yl)benzonitrile